3-fluoro-5-(1H-pyrazol-1-yl)pyridin-2-amine FC=1C(=NC=C(C1)N1N=CC=C1)N